C(ON1CCC(CC1)OCC(CCCC(CCCCC)(C)C)(C)C)(ON1CCC(CC1)OCC(CCCC(CCCCC)(C)C)(C)C)=O bis{4-(2,2,6,6-tetramethyl-1-undecyloxy)piperidyl} carbonate